calcium phosphite salt P([O-])([O-])[O-].[Ca+2].P([O-])([O-])[O-].[Ca+2].[Ca+2]